(1S,3S)-3-((6-(4-(((tert-butoxycarbonyl)amino)methyl)-3-methylisoxazol-5-yl)-2-methylpyridin-3-yl)oxy)cyclohexane-1-carboxylic Acid C(C)(C)(C)OC(=O)NCC=1C(=NOC1C1=CC=C(C(=N1)C)O[C@@H]1C[C@H](CCC1)C(=O)O)C